C1(CC1)C=1N=CN(C1)C=1C(=C(SC1)C)C(=O)O (4-cyclopropyl-1H-imidazol-1-yl)-2-methylthiophene-3-carboxylic acid